[Si].[Sn].[In] indium-tin-silicon